N-methyl-7-p-toluenesulfonyl-7H-pyrrolo[2,3-d]pyrimidine-4-amine CNC=1C2=C(N=CN1)N(C=C2)S(=O)(=O)C2=CC=C(C)C=C2